C1(=CC(=CC=C1)OC=1C=C(C=O)C=CC1)C 3-(m-tolyloxy)benzaldehyde